CC1=NN(C(=C1)C)C=1C=NC=2CCN(CC2C1)C1=NC=C(C#N)C=C1C 6-(3-(3,5-dimethyl-1H-pyrazol-1-yl)-7,8-dihydro-1,6-naphthyridin-6(5H)-yl)-5-methylnicotinonitrile